CN(C=1C=C(CNC(=O)N2C(O[C@@H]([C@@H]2C)C2=CC(=CC(=C2)C(F)(F)F)F)=O)C=CC1)C (4S,5R)-N-[3-(dimethylamino)benzyl]-5-[3-fluoro-5-(trifluoromethyl)phenyl]-4-methyl-2-oxo-1,3-oxazolidine-3-carboxamide